C(C)(C)(C)OC(=O)N1C(CCCC1)OC=1N=NC(=C(C1)C(C)C)Cl ((6-chloro-5-isopropylpyridazin-3-yl)oxy)piperidine-1-carboxylic acid tert-butyl ester